OC1=CC=C(C=C1)C1=NC(=NC(=C1)C1=CC=CC=C1)C1=NC(=CC(=N1)C1=CC=C(C=C1)O)C1=CC=CC=C1 4,4'-bis(4-hydroxyphenyl)-6,6'-diphenyl-2,2'-bipyrimidine